2-mercapto-2-methyl-pentan-1-ol SC(CO)(CCC)C